OC=1C(NC2=CC=C(N=C2C1C(=O)N)CC=1SC(=CC1)C1=CC(=CC=C1)N1CCN(CC1)C)=O 3-hydroxy-2-oxo-6-({5-[3-(4-methylpiperazin-1-yl)phenyl]thiophen-2-yl}methyl)-1H-1,5-naphthyridine-4-carboxamide